3-[[(2R,5R)-5-[[bis(4-methoxyphenyl)-phenyl-methoxy]methyl]-2-(2,4-dioxopyrimidin-1-yl)-4-(2-octadecoxyethoxy)tetrahydrofuran-3-yl]oxy-(diisopropylamino)phosphanyl]oxypropanenitrile COC1=CC=C(C=C1)C(OC[C@@H]1C(C([C@@H](O1)N1C(NC(C=C1)=O)=O)OP(OCCC#N)N(C(C)C)C(C)C)OCCOCCCCCCCCCCCCCCCCCC)(C1=CC=CC=C1)C1=CC=C(C=C1)OC